COC=1N=C2C(=CC=NC2=CC1OC)OC1=C(C=C(C=C1)NC(=O)C=1C(=NC(=C(C1O)C1=CC=C(C=C1)F)OC)C)F N-[4-[(6,7-dimethoxy-1,5-naphthyridin-4-yl)oxy]-3-fluorophenyl]-5-(4-fluorophenyl)-4-hydroxy-6-methoxy-2-methylpyridine-3-carboxamide